N-(4-(2H-tetrazol-5-yl)benzyl)-5,6-difluoro-N-(4-methoxyphenethyl)-benzo[d]thiazol-2-amine N=1NN=NC1C1=CC=C(CN(C=2SC3=C(N2)C=C(C(=C3)F)F)CCC3=CC=C(C=C3)OC)C=C1